ClC1=NC(=NC=C1)C1(COCC1)O 3-(4-Chloropyrimidin-2-yl)tetrahydrofuran-3-ol